O=CCCC oxo-butan